N-{[3-(4-{[(3R,4S)-4-fluoro-1-methylpiperidin-3-yl]amino}-1-(2,2,2-trifluoroethyl)-1H-indol-2-yl)-1,2,4-oxadiazol-5-yl]methyl}-1-(4-methyloxan-4-yl)-1H-pyrrole-3-carboxamide F[C@@H]1[C@@H](CN(CC1)C)NC1=C2C=C(N(C2=CC=C1)CC(F)(F)F)C1=NOC(=N1)CNC(=O)C1=CN(C=C1)C1(CCOCC1)C